BrC=1C(=C(C=CC1)C(C)=O)OC 1-(3-bromo-2-methoxyphenyl)ethan-1-one